(2,4-difluorophenyl)methanol FC1=C(C=CC(=C1)F)CO